CNC1=CC=C(C(=O)C2=CC=C(C=C2)NC)C=C1 4,4'-bis(methylamino)benzophenone